C(#N)C(C(=O)NC([O-])=O)=NNC1=CC(=C(C(=C1)Cl)OC1=CN(C(C=C1)=O)C(C)C)Cl 2-cyano-2-(2-(3,5-Dichloro-4-((1-isopropyl-6-oxo-1,6-dihydropyridin-3-yl)oxy)phenyl)hydrazono)acetylcarbamate